COC(=O)C1=C(N(C(C(=C1)CC1=C(C(=CC=C1)N)F)=O)C)NC1=C(C=C(C=C1)I)F 5-[(3-amino-2-fluorophenyl)methyl]-2-(2-fluoro-4-iodoanilino)-1-methyl-6-oxopyridine-3-carboxylic acid methyl ester